(R)-3-chloropyrrolidine hydrochloride Cl.Cl[C@H]1CNCC1